3-(9-fluoro-2-((1R,4R)-5-methyl-2,5-diazabicyclo[2.2.1]heptane-2-carbonyl)-1,2,3,4-tetrahydro-[1,4]diazepino[6,7,1-hi]indol-7-yl)-4-(imidazo[1,2-a]pyridin-3-yl)-1H-pyrrole-2,5-dione FC=1C=C2C(=CN3C2=C(C1)CN(CC3)C(=O)N3[C@H]1CN([C@@H](C3)C1)C)C=1C(NC(C1C1=CN=C3N1C=CC=C3)=O)=O